[8-(benzyloxy)oct-1-yn-1-yl](heptadecyl)dimethylsilane C(C1=CC=CC=C1)OCCCCCCC#C[Si](C)(C)CCCCCCCCCCCCCCCCC